2,3,5,6-tetrafluorobenzyl benzoate C(C1=CC=CC=C1)(=O)OCC1=C(C(=CC(=C1F)F)F)F